phenyl-methane-1,1-dithiol C1(=CC=CC=C1)C(S)S